C(C)[C@H]1[C@H](NC(C1(F)F)=O)COC1=NC=CC=2C=C(C=3N(C12)C=C(N3)C)C(=O)N 1-(((2S,3s)-3-ethyl-4,4-difluoro-5-oxopyrrolidin-2-yl)methoxy)-8-methylimidazo[1,2-a][1,7]naphthyridine-6-carboxamide